rac-(3S)-1-[6-[5-(5-chloro-2-fluoro-phenyl)-1H-triazol-4-yl]-3-quinolyl]-N,N-dimethyl-pyrrolidin-3-amine ClC=1C=CC(=C(C1)C1=C(N=NN1)C=1C=C2C=C(C=NC2=CC1)N1C[C@H](CC1)N(C)C)F |r|